Cl.C(C)(C)(C)OC(=O)N(C(C)C1=C(C=CC(=C1)F)NC1=C(C(=O)O)C=C(C(=C1)Cl)F)CCC1=NC(=CC=C1[N+](=O)[O-])OC ((2-(1-((tert-Butoxycarbonyl)(2-(6-methoxy-3-nitropyridin-2-yl)ethyl)-amino)ethyl)-4-fluorophenyl)amino)-4-chloro-5-fluorobenzoic acid hydrochloride